COC(CC)OC 1,1-dimethoxypropan